15-octadecanol CCCCCCCCCCCCCCC(CCC)O